tert-butyl (S)-4-((2-acetamidothiazol-5-yl)methyl)-2-((2,6-dimethylpyridin-4-yl)methyl)piperazine-1-carboxylate C(C)(=O)NC=1SC(=CN1)CN1C[C@@H](N(CC1)C(=O)OC(C)(C)C)CC1=CC(=NC(=C1)C)C